1,1-bis(3,4-dicarboxyphenyl)ethaneN C(=O)(O)C=1C=C(C=CC1C(=O)O)C(=C)C1=CC(=C(C=C1)C(=O)O)C(=O)O